N[C@H](C(=O)O)CCNC(=O)OC(C)(C)C (S)-2-amino-4-((tert-butoxycarbonyl)amino)butyric acid